ClC=1C=C(C=CC1)NC(NC1=C(C(=O)NCCO)C=CC(=C1)F)=O 2-[3-(3-chlorophenyl)ureido]-4-fluoro-N-(2-hydroxy-ethyl)benzamide